C(C)OC(NC(C(=NNC1=CC(=C(C(=C1)C)CC=1C=NC(=C(C1)C(C)C)OC)C)C#N)=O)=O (2-cyano-2-(2-(4-((5-isopropyl-6-methoxypyridin-3-yl)methyl)-3,5-dimethylphenyl)hydrazono)acetyl)carbamic acid ethyl ester